C(C)(C)(C)OC(=O)N1CCC(CC1)[C@@H](C(=O)N1C(OC[C@@H]1CC1=CC=CC=C1)=O)C 4-((S)-1-((S)-4-benzyl-2-oxooxazolidin-3-yl)-1-oxopropan-2-yl)piperidine-1-carboxylic acid tert-butyl ester